(S)-4-((2-(3,5-difluorophenoxy)ethyl)(4-(5,6,7,8-tetrahydro-1,8-naphthyridin-2-yl)butyl)amino)-2-(pyrimidin-4-ylamino)butanoic acid FC=1C=C(OCCN(CC[C@@H](C(=O)O)NC2=NC=NC=C2)CCCCC2=NC=3NCCCC3C=C2)C=C(C1)F